C1(CCCC1)C1=C(C=C(C=C1)NC(=O)C=1C2=C(SC1)C=C(C=C2)C2=NN=NN2)F N-(4-cyclopentyl-3-fluorophenyl)-6-(1H-tetrazol-5-yl)benzo[b]thiophene-3-carboxamide